2-(4-(1-(tert-butyl)-3-(4-chloro-3-fluorophenyl)-1H-pyrrolo[2,3-b]pyridine-6-carbonyl)-3,3-dimethyl-2-oxopiperazin-1-yl)acetamide C(C)(C)(C)N1C=C(C=2C1=NC(=CC2)C(=O)N2C(C(N(CC2)CC(=O)N)=O)(C)C)C2=CC(=C(C=C2)Cl)F